(1R,3R,5R)-N-((R)-(4-cyano-2,5-difluorophenyl)(cyclopropyl)methyl)-2-(3-(methylsulfonyl)benzoyl)-2-azabicyclo[3.1.0]hexane-3-carboxamide C(#N)C1=CC(=C(C=C1F)[C@H](NC(=O)[C@@H]1N([C@@H]2C[C@@H]2C1)C(C1=CC(=CC=C1)S(=O)(=O)C)=O)C1CC1)F